OC(CC(=O)O)(CCO)C 3,5-dihydroxyl-3-methyl-valeric acid